FC(C(=O)O)(F)F.N1=CC=CC2=CC=C(C=C12)C1=CC=C(OC=2N=NNC2C(=O)O)C=C1 4-(4-(quinolin-7-yl)phenoxy)-1H-1,2,3-triazole-5-carboxylic acid 2,2,2-trifluoroacetate